C(C)(C)(C)OC(=O)NC(C(=O)O)CC1=C(C=C(C=C1)O)I 2-((tert-butoxycarbonyl)amino)-3-(4-hydroxy-iodophenyl)propionic acid